ClC=1C(=C(C(=CC1)N1N=NN=C1)C1=CCN2[C@@H](CC[C@H]2C1)C=1NC(=CN1)C1=C(C(=NC=C1)CO)F)F (3S,8aS)-7-(3-chloro-2-fluoro-6-(1H-tetrazol-1-yl)phenyl)-3-(5-(3-fluoro-2-(hydroxymethyl)pyridin-4-yl)-1H-imidazol-2-yl)-2,3,8,8a-tetrahydroindolizin